COC1=C(C=CC(=C1)OC)C1=NC=C(C(=O)O)C=C1OC 6-(2,4-dimethoxyphenyl)-5-methoxynicotinic acid